BrC1=C(C=NN1CC)CC#N 2-(5-bromo-1-ethyl-1H-pyrazol-4-yl)acetonitrile